4-[3-(4-chlorophenyl)-4-[2-(trifluoromethyl)phenyl]-1H-pyrazol-5-yl]-N-[2-(dimethylamino)ethyl]benzamide hydrochloride Cl.ClC1=CC=C(C=C1)C1=NNC(=C1C1=C(C=CC=C1)C(F)(F)F)C1=CC=C(C(=O)NCCN(C)C)C=C1